N1C(NCC1)=O hydridoimidazolidinone